CC1=CCC(CC1)C(C)(C)OC(=O)C Terpinenyl acetate